trilead undecyl iodide C(CCCCCCCCCC)I.[Pb].[Pb].[Pb]